8-fluoro-2-methyl-6-(4,4,5,5-tetramethyl-1,3,2-dioxaborolan-2-yl)imidazo-[1,2-a]pyridine FC=1C=2N(C=C(C1)B1OC(C(O1)(C)C)(C)C)C=C(N2)C